titanium bis(stearate) C(CCCCCCCCCCCCCCCCC)(=O)[O-].C(CCCCCCCCCCCCCCCCC)(=O)[O-].[Ti+2]